BrC1=CC=C(C=C1)C1C(C(OC1)=O)O (-)-4-(4-Bromophenyl)-3-hydroxydihydrofuran-2(3H)-one